C(CCCCCCCCCCCCCCC)OC1=CC=C(C=C1)S(=O)(=O)C=1C=NC2=CC=C(C=C2C1N1CCC(CC1)N1CCC(CC1)N1CCN(CC1)C)S(=O)(=O)C 3-((4-(hexadecyloxy)phenyl)sulfonyl)-4-(4-(4-methylpiperazin-1-yl)-[1,4'-bipiperidin]-1'-yl)-6-(methylsulfonyl)quinoline